CN1C(N(C2=C1C(=CC=C2)CCCOCCCNC)C2C(NC(CC2)=O)=O)=O 3-(3-methyl-4-(3-(3-(methylamino)propoxy)propyl)-2-oxo-2,3-dihydro-1H-benzo[d]imidazol-1-yl)piperidine-2,6-dione